2-Fluoro-biphenyl FC1=C(C=CC=C1)C1=CC=CC=C1